O1C(CCCC1)C=1N=CC(=NC1)CN1N=CC(=C1)C1=CC2=C(C(=CO2)C2C(NC(CC2)=O)=O)C=C1 3-[6-[1-[(5-tetrahydropyran-2-ylpyrazin-2-yl)methyl]pyrazol-4-yl]benzofuran-3-yl]piperidine-2,6-dione